3-{5-[4-(5-{4-[(1S,2R)-6-hydroxy-2-phenyl-1,2,3,4-tetrahydronaphthalen-1-yl]phenoxy}pentyl)piperazin-1-yl]-7-methoxy-1-oxo-2,3-dihydro-1H-isoindol-2-yl}piperidine-2,6-dione OC=1C=C2CC[C@H]([C@H](C2=CC1)C1=CC=C(OCCCCCN2CCN(CC2)C=2C=C3CN(C(C3=C(C2)OC)=O)C2C(NC(CC2)=O)=O)C=C1)C1=CC=CC=C1